CN1N=CC(=C1)C=1C=NC2=CC=C(C=C2C1)C(C)N 1-(3-(1-methyl-1H-pyrazol-4-yl)quinolin-6-yl)ethan-1-amine